Octacosanyl acrylate C(C=C)(=O)OCCCCCCCCCCCCCCCCCCCCCCCCCCCC